C(C)(C)C=1C(=NC=CC1)OC1CC(CC1)C=1C=C2C(=NC1)NC(=C2)C2=CC=NN2C 5-(3-((3-isopropylpyridin-2-yl)oxy)cyclopentyl)-2-(1-methyl-1H-pyrazol-5-yl)-1H-pyrrolo[2,3-b]pyridine